2-(4-cyclopropyl-6-methoxy-pyrimidin-5-yl)-6-[[4-[5-methoxy-3-(trifluoromethyl)pyrazol-1-yl]phenyl]methoxy]-7-methyl-purine C1(CC1)C1=NC=NC(=C1C1=NC(=C2N(C=NC2=N1)C)OCC1=CC=C(C=C1)N1N=C(C=C1OC)C(F)(F)F)OC